formyl-1',2',3',4'-tetrahydro-[1,1'-biphenyl] C(=O)C1=C(C=CC=C1)C1CCCC=C1